O=C1N(CCC(N1)=O)N1C(C2=CC=C(C=C2C1=O)N1CCC(CC1)CN1CCC(CC1)N1N=C2C=C(C(=CC2=C1)NC(C1=CC(=CC=C1)C(F)(F)F)=O)OC)=O N-(2-(1-((1-(2-(2,4-dioxotetrahydropyrimidin-1(2H)-yl)-1,3-dioxoisoindolin-5-yl)piperidin-4-yl)methyl)piperidin-4-yl)-6-methoxy-2H-indazol-5-yl)-3-(trifluoromethyl)benzamide